PentaFluoroStyrene C=CC1=C(C(=C(C(=C1F)F)F)F)F